N-(4-(2,5-difluorophenyl)-6-(5,5-difluorotetrahydro-2H-pyran-2-yl)pyrimidin-5-yl)-2-methoxypyrimidine-5-carboxamide FC1=C(C=C(C=C1)F)C1=NC=NC(=C1NC(=O)C=1C=NC(=NC1)OC)C1OCC(CC1)(F)F